3-(3-hydroxyphenyl)-N-n-propylpiperidine OC=1C=C(C=CC1)C1CN(CCC1)CCC